C(CC)(=O)OC1=CC(=C(C(=C1)C(C)(C)C)O)C(C)(C)C (3,5-di-tert-butyl-4-hydroxyphenol) propionate